C1NCC12CCNCC2 2,7-diazaspiro[3.5]nonane